ClC=1C(=C(C=CC1)O)C1=C(C2=C(CN3[C@@H](CO2)CNCC3)C=C1C#C)F 3-chloro-2-[(12aR)-8-ethynyl-10-fluoro-1,2,3,4,12,12a-hexahydro-6H-benzo[f]pyrazino[2,1-c][1,4]oxazepin-9-yl]phenol